6-(1H-pyrrolo[2,3-b]pyridin-5-yl)-4-(2-(tetrahydro-2H-pyran-4-yl)ethyl)-3,4-dihydropyrazino[2,3-b]pyrazin-2(1H)-one N1C=CC=2C1=NC=C(C2)C=2N=C1C(=NC2)NC(CN1CCC1CCOCC1)=O